methyl 3-bromo-5-fluoro-4-methoxy-benzoate BrC=1C=C(C(=O)OC)C=C(C1OC)F